2-(4-fluorostyryl)pyrrolidine-1-carboxylic acid benzyl ester C(C1=CC=CC=C1)OC(=O)N1C(CCC1)C=CC1=CC=C(C=C1)F